CNCC1=CC(=CC=C1)C(F)(F)F N-methyl-1-[3-(trifluoromethyl)phenyl]methanamine